2-nitrophenyl sulfide [N+](=O)([O-])C1=C(C=CC=C1)SC1=C(C=CC=C1)[N+](=O)[O-]